C(C=C)(=O)OCCCCOC1=C(C(=O)C2=CC=CC=C2)C=CC=C1 acryloyloxybutoxybenzophenone